2-(((2R,3s,4r,5r)-5-(6-amino-2-chloro-9H-purin-9-yl)-3-ethynyl-3,4-dihydroxytetrahydro-furan-2-yl)methoxy)-2-(4-(4-methyl-2-oxopiperazin-1-yl)benzyl)malonic acid NC1=C2N=CN(C2=NC(=N1)Cl)[C@H]1[C@@H]([C@@]([C@H](O1)COC(C(=O)O)(C(=O)O)CC1=CC=C(C=C1)N1C(CN(CC1)C)=O)(O)C#C)O